(5S,8S)-N-(2,4-dichloro-6-(hydroxymethyl)benzyl)-5-fluoro-8-hydroxy-8-(hydroxymethyl)-5,6,7,8-tetrahydroquinoline-5-Carboxamide ClC1=C(CNC(=O)[C@]2(C=3C=CC=NC3[C@@](CC2)(CO)O)F)C(=CC(=C1)Cl)CO